C(C)(C)(C)OC(=O)N1CC(CC=C1C=1C=C2C3(C(NC2=C(C1)F)=O)CCC3)C 6-(7'-Fluoro-2'-oxospiro[cyclobutane-1,3'-dihydroindole]-5'-yl)-3-methyl-3,4-dihydropyridine-1(2H)-carboxylic acid tert-butyl ester